CN1C(=CC=2C1=NC=C(N2)C(=O)N2C[C@H]1C([C@H]1C2)COC2=NC(=CC=C2)C(F)(F)F)C2CCN(CC2)C(C)=O 1-(4-(5-Methyl-2-((1R,5S,6r)-6-(((6-(trifluoromethyl)pyridin-2-yl)oxy)methyl)-3-azabicyclo[3.1.0]hexane-3-carbonyl)-5H-pyrrolo[2,3-b]pyrazin-6-yl)piperidin-1-yl)ethan-1-one